(S)-1-hexanol C(CCCCC)O